C(C)(=O)OC=1C(C(=O)O)=CC=CC1.N[C@@H](CCCCN)C(=O)O LYSIN ACETYLSALICYLATE